F[B-](F)(F)F Fluoroborate